F[B-](F)(F)F.C(CCC)[NH3+] n-butylammonium tetrafluoroborate